Bis(phenyl)ether C1(=CC=CC=C1)OC1=CC=CC=C1